CC1=C(C=2C(C(=C(OC2C=C1O)C1=CC=C(O)C=C1)O)=O)O Methylkaempferol